C(C)OC1=C(C=CC(=N1)C(CS(=O)(=O)C)N1C(C2=CC(=CC(=C2C1=O)NC(C)=O)F)=O)OC N-(2-(1-(6-ethoxy-5-methoxypyridin-2-yl)-2-(methylsulfonyl)ethyl)-6-fluoro-1,3-dioxoisoindolin-4-yl)acetamide